3,5-dichloro-N-(3-(1-(2-fluorophenyl)cyclopropyl)-4-oxo-3,4-dihydroquinazolin-5-yl)-4-hydroxybenzoamide ClC=1C=C(C(=O)NC2=C3C(N(C=NC3=CC=C2)C2(CC2)C2=C(C=CC=C2)F)=O)C=C(C1O)Cl